(4-(((1r,4r)-4-hydroxy-4-methylcyclohexylmethyl)amino)-3-nitrophenylsulfonyl)benzamide OC1(CCC(CC1)CNC1=C(C=C(C=C1)S(=O)(=O)C1=C(C(=O)N)C=CC=C1)[N+](=O)[O-])C